The molecule is a sulfur hydride. It has a role as a human metabolite and a Saccharomyces cerevisiae metabolite. It is a conjugate base of a hydrogen sulfide. It is a conjugate acid of a sulfide(2-). [SH-]